N-(2-(1-((R)-1-(2,6-dichloro-3-cyclopropylphenyl)ethyl)-1H-imidazo[4,5-c]pyridin-6-yl)phenyl)oxetan-2-carboxamide ClC1=C(C(=CC=C1C1CC1)Cl)[C@@H](C)N1C=NC=2C=NC(=CC21)C2=C(C=CC=C2)NC(=O)C2OCC2